4-(diphenylhydroxymethyl)benzoic acid C1(=CC=CC=C1)C(C1=CC=C(C(=O)O)C=C1)(O)C1=CC=CC=C1